C[Si](N1CCN(CC1)CC)(C=C)C 1-[dimethyl-(vinyl)silyl]-4-ethylpiperazine